1-Methyl-4-((2S,3R)-2-methylpyrrolidin-3-yl)piperazine dihydrochloride Cl.Cl.CN1CCN(CC1)[C@H]1[C@@H](NCC1)C